CNCCCCC1OC2=C(O1)C=CC=C2 (R)-N-methyl-1,3-benzodioxol-butylamine